S1C=C(C=C1)C(C(O)C1=CSC=C1)O 1,2-bis(thiophen-3-yl)ethane-1,2-diol